N1=CC(=CC=C1)C=CC(=O)NCCC(=O)O 3-(3-(pyridin-3-yl)acrylamido)propionic acid